NC=1N=C(C2=C(N1)C=CN2CC2=C(C=C(C=C2)CN2CC(C2)N(C(OC(C)(C)C)=O)C)OC)Cl tert-butyl N-[1-[[4-[(2-amino-4-chloro-pyrrolo[3,2-d]pyrimidin-5-yl)methyl]-3-methoxy-phenyl]methyl]azetidin-3-yl]-N-methyl-carbamate